C1(CCCCC1)C(COCC)(COC)CCC(CCC(C)C)(CCC(C)C)Cl 2-cyclohexyl-2-(3-chloro-3-isopentyl-6-methylheptyl)-1-ethoxy-3-methoxy-propane